[6-[(2-amino-3-chloropyridin-4-yl)thio]-3-chloropyrazin-2-yl]methanol NC1=NC=CC(=C1Cl)SC1=CN=C(C(=N1)CO)Cl